C(C=C)(=O)N1CC(C1)CN1C(C(N(C2=CC(=C(C=C12)F)C1=CC(=CC2=CC=CC=C12)O)CCN(C)C)=O)=O 1-((1-acryloylazetidin-3-yl)methyl)-4-(2-(dimethylamino)ethyl)-7-fluoro-6-(3-hydroxynaphthalen-1-yl)quinoxaline-2,3(1H,4H)-dione